N[C@@H](C(=O)N1[C@@H](CN(CC1)C=1O[C@H]([C@@H](N1)C)C1=CC=CC=C1)C(=O)NCC=1SC=CC1)CCCCN1CCCCC1 (S)-1-((R)-2-amino-6-(piperidin-1-yl)hexanoyl)-4-((4S,5S)-4-methyl-5-phenyl-4,5-dihydrooxazol-2-yl)-N-(thiophen-2-ylmethyl)piperazine-2-carboxamide